COC1=CC=C(CN2C(OC3=C2C=CC(=C3)CN3C(C2=CC=CC=C2C=C3)=O)=O)C=C1 3-(4-methoxybenzyl)-6-((1-oxoisoquinolin-2(1H)-yl)methyl)benzo[d]oxazol-2(3H)-one